OC=1C(=C(N=NC1)SC1=CC=C(C=C1)[N+](=O)[O-])C(=N)N hydroxy-3-[(4-nitrophenyl)sulfanyl]pyridazine-4-carboxamidine